ClC1=CC(=C(C=C1)C1=NC(=CC=2N=C(N(C(C21)=O)C)C)N2C[C@H](OCC2)C2=CC(=NC=C2)C)F 5-(4-chloro-2-fluoro-phenyl)-2,3-dimethyl-7-((2R)-2-(2-methyl-4-pyridinyl)-4-morpholinyl)pyrido[4,3-d]-pyrimidin-4(3H)-one